ClC=1N=NC(=CC1N1N=CC=C1)Cl 3,6-dichloro-4-(1H-pyrazol-1-yl)pyridazine